C1NCC[C@@]12COCCC2 (R)-7-Oxa-2-aza-spiro[4.5]decan